rac-(1R,2S,4R,5S)-5-(methoxycarbonyl)bicyclo[2.2.1]heptane-2-carboxylic acid COC(=O)[C@@H]1[C@H]2C[C@@H]([C@@H](C1)C2)C(=O)O |r|